C1(CC1)C1=NN(C=N1)C1CC2(CN(C2)C(=O)N2CC3(CN(C3)S(=O)(=O)C=3C=NN(C3)C)C2)C1 [6-(3-cyclopropyl-1,2,4-triazol-1-yl)-2-azaspiro[3.3]heptan-2-yl]-[2-(1-methylpyrazol-4-yl)sulfonyl-2,6-diazaspiro[3.3]heptan-6-yl]methanone